2-(4-bromo-1-methyl-1H-pyrazol-5-yl)-4-chloro-3-fluoro-6-(pyrrolidin-1-yl)benzonitrile BrC=1C=NN(C1C1=C(C#N)C(=CC(=C1F)Cl)N1CCCC1)C